6-fluoro-5-(4-((5-fluoro-2-(methylamino)-3-oxo-3,4-dihydroquinoxalin-6-yl)methyl)piperazin-1-yl)-N-methylpicolinamide FC1=C(C=CC(=N1)C(=O)NC)N1CCN(CC1)CC=1C(=C2NC(C(=NC2=CC1)NC)=O)F